C1(=CC=CC=C1)N(C1=CC=C(C=C1)C1=CC=CC=C1)C1=CC=C(C=C1)B1OC(C(O1)(C)C)(C)C N-phenyl-N-(4-(4,4,5,5-tetramethyl-1,3,2-dioxaborolane-2-yl)phenyl)-[1,1'-biphenyl]-4-amine